((6,7-dimethoxyisoquinolin-1-yl)amino)-3-(trifluoromethyl)benzonitrile COC=1C=C2C=CN=C(C2=CC1OC)NC1=C(C#N)C=CC=C1C(F)(F)F